OCC12CNCC(CC1)N2C(=O)[O-] 1-(hydroxymethyl)-3,8-diazabicyclo[3.2.1]octane-8-carboxylate